C(C)(=O)O.N[C@@H](CC(=O)OC(C)(C)C)C1=CC=C(C=C1)C1=C(C=C(C=C1)F)F tert-butyl (S)-3-amino-3-(2',4'-difluorobiphenyl-4-yl)propanoate acetic acid salt